2'-((5-(4-isopropylpiperazin-1-yl)pyridin-2-yl)amino)-7',8'-dihydro-6'H-spiro[cyclohexane-1,9'-pyrazino[1',2':1,5]pyrrolo[2,3-d]pyrimidine]-6'-one dihydrochloride Cl.Cl.C(C)(C)N1CCN(CC1)C=1C=CC(=NC1)NC=1N=CC2=C(N1)N1C(=C2)C(NCC12CCCCC2)=O